(R)-2-amino-3-(1,7-dimethyl-1H-indazol-5-yl)propionic acid methyl ester dihydrochloride Cl.Cl.COC([C@@H](CC=1C=C2C=NN(C2=C(C1)C)C)N)=O